F[C@H]1[C@@H]([C@](O[C@H]1N1C2=NC(=NC(=C2N=C1)NC(C1=CC=CC=C1)(C1=CC=CC=C1)C1=CC=C(C=C1)OC)F)(CO)CF)O (2R,3R,4S,5R)-4-fluoro-5-(2-fluoro-6-{[(4-methoxyphenyl)diphenylmethyl]amino}purin-9-yl)-2-(fluoromethyl)-2-(hydroxymethyl)oxolan-3-ol